CC1(C=2C=C(C=CC2C=2C3=C(C=CC12)C=CC=C3)C=3C=C(C=CC3)C3=CC(=CC=C3)C3=NC(=NC(=N3)C3=CC=CC=C3)C3=CC=CC=C3)C 2-(3'-(7,7-dimethyl-7H-benzo[c]fluoren-9-yl)-[1,1'-biphenyl]-3-yl)-4,6-diphenyl-1,3,5-triazine